FC1(CN(CC12CC2)C=2C=1N(C=CN2)N=C(C1)C=1C(NC(NC1)=O)=O)F 5-[4-(7,7-difluoro-5-azaspiro[2.4]hept-5-yl)pyrazolo[1,5-a]pyrazin-2-yl]-1H-pyrimidine-2,4-dione